O1COC(C1)C(=O)O [1,3]dioxolan-4-carboxylic acid